2-carbamoyl-3-methyl-5,6-dihydropyridine-1(2H)-carboxylic acid tert-butyl ester C(C)(C)(C)OC(=O)N1C(C(=CCC1)C)C(N)=O